(S*)-3-[[5-[3-(Difluoromethoxy)-4-fluoro-phenyl]-2-methyl-3-pyridyl]methyl]-4-methyl-oxazolidin-2-one FC(OC=1C=C(C=CC1F)C=1C=C(C(=NC1)C)CN1C(OC[C@@H]1C)=O)F |o1:22|